2-(tert-butoxycarbonylamino)-3,3,3-trifluoro-propanoate C(C)(C)(C)OC(=O)NC(C(=O)[O-])C(F)(F)F